C1(CC1)C1=CC=C(C[C@@H]2C[C@H](N(C2)C(=O)[C@@H]2NCCC[C@@H]2C(=O)N(C)CCN(C)C)C(NCC=2C=C3C=NN(C3=CC2)C)=O)C=C1 (2R,3S)-2-((2S,4R)-4-(4-cyclopropylbenzyl)-2-(((1-methyl-1H-indazol-5-yl)methyl)carbamoyl)pyrrolidine-1-carbonyl)-N-(2-(dimethylamino)ethyl)-N-methylpiperidine-3-carboxamide